D-2-aminoheptanedioic acid N[C@@H](C(=O)O)CCCCC(=O)O